C(C)OC(=O)C1=NC=CC(=C1Cl)C#N.C(#N)C1=C(C(=NC=C1)C(=O)OCC)C=C Ethyl 4-cyano-3-vinylpicolinate Ethyl-3-chloro-4-cyanopyridine-2-carboxylate